C1CC12CCN(CC2)C2=C(C(=O)N)C=CC=N2 (6-azaspiro[2.5]octan-6-yl)nicotinamide